C(C)C1N(CN(C1)C(C#N)C)N1C=NC=2C1=C1C(=NC2)N(C=C1)S(=O)(=O)CC1=CC=CC=C1 (4-ethyl-3-(6-toluenesulfonylimidazo[4,5-d]pyrrolo[2,3-b]pyridin-1(6H)-yl)imidazolidin-1-yl)propionitrile